C(CCCCCCCCCC)OC(C)COC(C)COC(C)CO tripropylene glycol mono-undecyl ether